C(CCCCCO)O n-hexane-1,6-diol